6-[[5-chloro-3-(2,2-difluoroethoxy)-2-pyridyl]oxy]-3-methyl-N-(2,2,4-trimethyl-1,1-dioxo-thian-4-yl)imidazo[1,2-a]pyridine-2-carboxamide ClC=1C=C(C(=NC1)OC=1C=CC=2N(C1)C(=C(N2)C(=O)NC2(CC(S(CC2)(=O)=O)(C)C)C)C)OCC(F)F